(E)-5-(2,3-dihydro-1H-inden-5-yl)-4-methylpent-4-enal C1CCC2=CC(=CC=C12)/C=C(/CCC=O)\C